5-((R)-7-chloro-1,3,4,5-tetrahydrobenzo[c]oxepin-1-yl)tetrahydrofuran-3,4-diol ClC1=CC2=C([C@@H](OCCC2)C2C(C(CO2)O)O)C=C1